5-((1-(2-Methoxythiazol-5-yl)-1H-indazol-6-yl)oxy)-5,6,7,8-tetrahydronaphthalene-2-carbonitrile COC=1SC(=CN1)N1N=CC2=CC=C(C=C12)OC1C=2C=CC(=CC2CCC1)C#N